2-((2-aminoethyl)amino)-5-((R)-2-((S)-2-(aminooxy)-1-(tert-butoxy)-1-oxopropan-2-yl)chroman-6-yl)-1-(azetidin-3-ylmethyl)pyridin-1-ium NCCNC1=[N+](C=C(C=C1)C=1C=C2CC[C@@H](OC2=CC1)[C@](C(=O)OC(C)(C)C)(C)ON)CC1CNC1